(R)-8-cyclopentyl-7-ethyl-2-[(6-methoxy-1,2,3,4-tetrahydroquinolin-7-yl)amino]-5-methyl-7,8-dihydropterin C1(CCCC1)N1C(CN(C=2C(N[C@](NC12)(N)NC1=C(C=C2CCCNC2=C1)OC)=O)C)CC